N-(3-(1H-imidazol-1-yl)benzyl)-2-ethoxy-5-isobutyrylaminobenzamide N1(C=NC=C1)C=1C=C(CNC(C2=C(C=CC(=C2)NC(C(C)C)=O)OCC)=O)C=CC1